N-(5-(1,5-naphthyridin-4-yl)-1H-pyrazol-3-yl)-7-fluoro-5-(1-methylpyrrolidin-3-yl)-5H-pyrrolo[2,3-b]pyrazin-3-amine N1=CC=C(C2=NC=CC=C12)C1=CC(=NN1)NC1=CN=C2C(=N1)N(C=C2F)C2CN(CC2)C